C(C)(C)(C)OC(=O)N1C(CNC2=CC=CC=C12)C(C1=CC=CC=C1)=O benzoyl-3,4-dihydroquinoxaline-1(2H)-carboxylic acid tert-butyl ester